C(CCC)N(C1=NN(NC(=C1)N(C1CC(N(C(C1)(C)C)C)(C)C)CCCC)NCCCN(CCN(CCCNN1NC(=CC(=N1)N(C1CC(N(C(C1)(C)C)C)(C)C)CCCC)N(C1CC(N(C(C1)(C)C)C)(C)C)CCCC)N1NC(=CC(=N1)N(C1CC(N(C(C1)(C)C)C)(C)C)CCCC)N(C1CC(N(C(C1)(C)C)C)(C)C)CCCC)N1NC(=CC(=N1)N(C1CC(N(C(C1)(C)C)C)(C)C)CCCC)N(C1CC(N(C(C1)(C)C)C)(C)C)CCCC)C1CC(N(C(C1)(C)C)C)(C)C N,N',N'',N'''-tetrakis-[4,6-bis{butyl(N-methyl-2,2,6,6-tetramethylpiperidin-4-yl)amino}triazin-2-yl]-4,7-diazadecan-1,10-diamine